N-(3-fluoro-5-methoxyphenyl)-3-(1-(tetrahydro-2H-pyran-2-yl)-1H-pyrazol-4-yl)quinoxalin-6-amine FC=1C=C(C=C(C1)OC)NC=1C=C2N=C(C=NC2=CC1)C=1C=NN(C1)C1OCCCC1